C1(=CC=CC=C1)C=1C=C2C=CC(=C(C2=CC1)C1=C(C=CC2=CC(=CC=C12)C1=CC=CC=C1)OC1=CC=C(C2=CC=CC=C12)CO)OC1=CC=C(C2=CC=CC=C12)CO [(6,6'-diphenyl[1,1'-binaphthalene]-2,2'-diyl)bis(oxynaphthalene-4,1-diyl)]dimethanol